ClC1=NC=C(C=C1)C1(OCC=CC1)C 2-chloro-5-(2-methyl-3,6-dihydro-2H-pyran-2-yl)pyridine